1-Cyclopropyl-2-(4-(difluoromethyl)pyrimidin-5-yl)-5,6-difluoro-1H-benzo[d]imidazol C1(CC1)N1C(=NC2=C1C=C(C(=C2)F)F)C=2C(=NC=NC2)C(F)F